O=C1NC(CCC1N1C(C=2C=C(C=C(C2C1)C(=O)O)F)=O)=O 2-(2,6-dioxopiperidin-3-yl)-6-fluoro-1-oxoisoindoline-4-carboxylic acid